FC([C@H](O)[C@@H]1[C@@H]2CC[C@H](CN1)N2C(=O)OC(C)(C)C)F t-butyl (1S,2S,5R)-2-((R)-2,2-difluoro-1-hydroxyethyl)-3,8-diazabicyclo[3.2.1]octane-8-carboxylate